(E)-4-methyl-1,2,4-triazole-3-thiol CN1C(=NN=C1)S